(6E)-6-[(6-Chloro-2-methyl-2H-indazol-5-yl)imino]-3-[(1-methyl-1H-1,2,4-triazol-3-yl)methyl]-1-(2,4,5-trifluorobenzyl)-1,3,5-triazaine-2,4-dione ClC=1C(=CC2=CN(N=C2C1)C)\N=C\1/NC(N(C(N1CC1=C(C=C(C(=C1)F)F)F)=O)CC1=NN(C=N1)C)=O